(S)-glutamic acid N[C@@H](CCC(=O)O)C(=O)O